β-(1H-pyrrol-2-yl)propanoic acid N1C(=CC=C1)CCC(=O)O